(S)-2-(4-fluorophenyl)-5-(4-(4-fluoropyrazolo[1,5-a]pyridin-2-yl)-1,4,6,7-tetrahydro-5H-imidazo[4,5-c]pyridin-5-yl)-1,3,4-oxadiazole FC1=CC=C(C=C1)C=1OC(=NN1)N1[C@@H](C2=C(CC1)NC=N2)C2=NN1C(C(=CC=C1)F)=C2